11-oxotricosanoic acid O=C(CCCCCCCCCC(=O)O)CCCCCCCCCCCC